4-(6-fluoro-4-methyl-1,2,3,4-tetrahydrobenzo[4,5]imidazo[1,2-a]pyridin-8-yl)-N-(5-(4-methylpiperazin-1-yl)pyridin-2-yl)pyrimidin-2-amine FC1=CC(=CC2=C1N=C1N2CCCC1C)C1=NC(=NC=C1)NC1=NC=C(C=C1)N1CCN(CC1)C